N-isopropyl-N',N'-disilylsilanediamine C(C)(C)N[SiH2]N([SiH3])[SiH3]